OC1=C(C=CC=C1)C(C=CC1=CC(=C(C(=C1)OCC1=CC=CC=C1)OCC1=CC=CC=C1)OCC1=CC=CC=C1)=O 1-(2-hydroxyphenyl)-3-(3,4,5-tris(benzyloxy)phenyl)prop-2-en-1-one